pentadecane-5,8-diol CCCCC(CCC(CCCCCCC)O)O